(S)-3-(cyclopropylthio)pyrrolidine-1-carboxylic acid tert-butyl ester C(C)(C)(C)OC(=O)N1C[C@H](CC1)SC1CC1